C(CCCCC(=O)OC\C=C\CCCCCC)(=O)OCC(COC(CCC(OCCCC\C=C/CC)OCCCC\C=C/CC)=O)COC(=O)OCC1CN(CCC1)CC 3-((4,4-bis(((Z)-oct-5-en-1-yl)oxy)butanoyl)oxy)-2-(((((1-ethylpiperidin-3-yl)methoxy)carbonyl)oxy)methyl)propyl ((E)-non-2-en-1-yl) adipate